1-(4-(2-((2-methoxy-6-(piperazin-1-yl)pyridin-3-yl)amino)-8,9-dihydroimidazo[1',2':1,6]pyrido[2,3-d]pyrimidin-6-yl)phenyl)-3-methylpyrazin-2(1H)-one COC1=NC(=CC=C1NC=1N=CC2=C(N1)N1C(C(=C2)C2=CC=C(C=C2)N2C(C(=NC=C2)C)=O)=NCC1)N1CCNCC1